3-(5-bromo-6-methylpyridin-2-yl)prop-2-yn-1-ol BrC=1C=CC(=NC1C)C#CCO